ClC=1C=CC=C2C=NC(=NC12)C1=CC=C(OCCO)C=C1 2-[4-(8-chloroquinazolin-2-yl)phenoxy]ethanol